5-bromo-2'-chloro-2-hydroxybenzophenone BrC=1C=CC(=C(C(=O)C2=C(C=CC=C2)Cl)C1)O